3-(benzyloxy)-1-[(1r,4r)-4-{[(tert-butoxy)carbonyl]amino}cyclohexyl]-1H-pyrazole-4-carboxylic acid ethyl ester C(C)OC(=O)C=1C(=NN(C1)C1CCC(CC1)NC(=O)OC(C)(C)C)OCC1=CC=CC=C1